C(C)(=O)OC1CCN(CC1)C1=NC=C(C=C1NC(=O)C=1OC(=CC1)C1=NC=CN=C1)C(F)(F)F [1-[3-[(5-pyrazin-2-ylfuran-2-carbonyl)amino]-5-(trifluoromethyl)-2-pyridyl]-4-piperidyl] acetate